(1R,2R,3S,5S)-2-(trifluoromethyl)-8-azabicyclo[3.2.1]octan FC([C@H]1[C@H]2CC[C@H](CC1)N2)(F)F